COC(=O)N1CC2(C1)CC(CC2)N2CCC(CC2)C=2N(C=CN2)C 6-[4-(1-methyl-1H-imidazol-2-yl)piperidin-1-yl]-2-azaspiro[3.4]octane-2-carboxylic acid methyl ester